TBDMStertiary butyl-dimethyl-silyl chloride [Si](C)(C)(C(C)(C)C)C[Si](C)(C(C)(C)C)Cl